C(C)(=O)N1CCN(CC1)CC1=NN(C(C1)C(=O)N(C)C1=CC(=C(C=C1)F)Cl)C1=NC(=CC(=C1)C(F)(F)F)C 3-((4-acetylpiperazin-1-yl)methyl)-N-(3-chloro-4-fluorophenyl)-N-methyl-1-(6-methyl-4-(trifluoromethyl)pyridin-2-yl)-4,5-dihydro-1H-pyrazole-5-carboxamide